N-hydroxyethyl-N'-hydroxyethoxyethylpiperazine OCCN1CCN(CC1)CCOCCO